4-(1,5-dimethylpyrazol-4-yl)-N-[(1R,3S)-3-([1,2,4]triazolo[4,3-a]pyridin-3-yl)cyclohexyl]-5-(trifluoromethyl)pyrimidin-2-amine CN1N=CC(=C1C)C1=NC(=NC=C1C(F)(F)F)N[C@H]1C[C@H](CCC1)C1=NN=C2N1C=CC=C2